chloro-5-ethyl-1H-benzo[f]indazol-4(9H)-one ClN1N=CC=2C(C3=C(CC12)C=CC=C3CC)=O